2-(2-methoxyphenyl)pyridine-3-carboxylic acid COC1=C(C=CC=C1)C1=NC=CC=C1C(=O)O